CNCCN(CCNC)C 1,4,7-trimethyl-diethylenetriamine